ClC=1C=C2C(=C(NC2=CC1Cl)C(=O)N1CCC(CC1)C=1C=C2CN(C(C2=CC1)=O)C1C(NC(CC1)=O)=O)C 3-(5-(1-(5,6-Dichloro-3-methyl-1H-indole-2-carbonyl)piperidin-4-yl)-1-oxoisoindolin-2-yl)piperidine-2,6-dione